3-bromo-2,6-difluoro-4-iodo-N,N-bis(4-methoxybenzyl)aniline ethyl-6-[3-(3-methoxyazetidin-1-yl)-3-methylbutyl]pyridine-2-carboxylate C(C)OC(=O)C1=NC(=CC=C1)CCC(C)(C)N1CC(C1)OC.BrC=1C(=C(N(CC2=CC=C(C=C2)OC)CC2=CC=C(C=C2)OC)C(=CC1I)F)F